CC1=C(CNS)C=CC=C1 N-(2-methylbenzyl)thiohydroxylamine